6-phenyl-quinolin-2-amine C1(=CC=CC=C1)C=1C=C2C=CC(=NC2=CC1)N